N-((1,2,3,5,6,7-hexahydro-s-indacen-4-yl)carbamoyl)-1-((3-hydroxyisoxazol-5-yl)methyl)-1H-pyrazole-4-sulfonimidamide C1CCC2=C(C=3CCCC3C=C12)NC(=O)NS(=O)(=N)C=1C=NN(C1)CC1=CC(=NO1)O